ClC1=NC=C(C=2N1C=C(N2)C2=CC=C(C=C2)[N+](=O)[O-])C 5-chloro-8-methyl-2-(4-nitrophenyl)imidazo[1,2-c]pyrimidine